NC=1C=2O[C@@H](C3=CC(=CC=C3N3N=CC=C3CN3C=NC(=C3C(=CN1)C2)C#N)F)C (19R)-22-amino-16-fluoro-19-methyl-20-oxa-4,6,11,12,23-pentaazapentacyclo[19.3.1.02,6.08,12.013,18]pentacosa-1(24),2,4,8,10,13,15,17,21(25),22-decaene-3-carbonitrile